tert-butyl (S)-(3-(3-(1-(4-fluorophenyl)-3,4-dihydroisoquinolin-2(1H)-yl)-3-oxopropyl)bicyclo[1.1.1]pentan-1-yl)(methyl)carbamate FC1=CC=C(C=C1)[C@@H]1N(CCC2=CC=CC=C12)C(CCC12CC(C1)(C2)N(C(OC(C)(C)C)=O)C)=O